S1C(=NC2=C1C=CC=C2)CN2CCN(CC2)C2=C(C(=O)NS(=O)(=O)CC)C=CC(=C2)OC 2-[4-(1,3-benzothiazol-2-yl-methyl)piperazin-1-yl]-N-ethylsulfonyl-4-methoxy-benzamide